1-(6-chloro-4-(prop-1-en-2-yl)-2,7-naphthyridin-1-yl)-1,6-diazaspiro[3.3]Heptane-6-carboxylic acid Tert-butyl ester C(C)(C)(C)OC(=O)N1CC2(CCN2C2=NC=C(C3=CC(=NC=C23)Cl)C(=C)C)C1